(E)-N'-(4-cyanobenzylidene)-3-methylbenzohydrazide C(#N)C1=CC=C(\C=N\NC(C2=CC(=CC=C2)C)=O)C=C1